C(CCCCCCCCCCCCCCCCCC)(=O)OC(CN(C(C(CC=1N=CNC1)NC(C)=O)=O)C)C(CNC)OC(CCCCCCCCCCCCCCCCCC)=O 1-(2-acetamido-3-(1H-imidazol-4-yl)-N-methylpropanamido)-4-(methylamino)butane-2,3-diyl dinonadecanoate